3-(4-bromo-phenyl)-propionic acid BrC1=CC=C(C=C1)CCC(=O)O